methyl 2-(4-((4-(2-amino-2-oxoethyl) phenoxy) methyl) phenyl)-2-methylpropionate NC(CC1=CC=C(OCC2=CC=C(C=C2)C(C(=O)OC)(C)C)C=C1)=O